2-((3-chloro-5-methoxy-7-methyl-1H-indol-4-yl)methyl)-3-hydroxy-2H-indazole-5-carbonitrile ClC1=CNC2=C(C=C(C(=C12)CN1N=C2C=CC(=CC2=C1O)C#N)OC)C